dimethyl-[3-[[4-(methylamino)-9,10-dioxoanthracen-yl]amino]propyl]-propylazanium bromide [Br-].C[N+](CCC)(CCCNC1=CC=C(C=2C(C3=CC=CC=C3C(C12)=O)=O)NC)C